C1(=CC=CC=C1)[C@@H]1P([C@H](CC1)C1=CC=CC=C1)C[C@@H](C(F)(F)F)O (R)-3-((2R,5R)-2,5-diphenylphospholan-1-yl)-1,1,1-trifluoropropan-2-ol